CN(C(CNC1=CC=C(C=C1)[C@H]1N(C[C@@H](CC1)C)C(C(=O)NC=1C=C(C=NC1)C(=O)N)=O)=O)C 5-[[2-[(2S,5R)-2-[4-[[2-(dimethylamino)-2-oxo-ethyl]amino]phenyl]-5-methyl-1-piperidyl]-2-oxo-acetyl]amino]pyridine-3-carboxamide